[3-Benzofuran-3-yl-1-(2,2,2-trifluoro-ethyl)-1H-pyrazolo[4,3-c]pyridin-6-yl]-(8-oxa-3-aza-bicyclo[3.2.1]oct-3-yl)-methanone O1C=C(C2=C1C=CC=C2)C2=NN(C1=C2C=NC(=C1)C(=O)N1CC2CCC(C1)O2)CC(F)(F)F